1-butyl-3-methylimidazolium chloride aluminum [Al].[Cl-].C(CCC)N1C=[N+](C=C1)C